CC=1OC2=C(C1C1(CC1)N)C=C(C=C2)OCC=2C(=NC=CC2)C(F)(F)F 1-(2-methyl-5-{[2-(trifluoromethyl)pyridin-3-yl]methoxy}-1-benzofuran-3-yl)cyclopropan-1-amine